C1(CC1)C1=CC(=NN1)NC1=CC2=C(C(=NO2)N(S(=O)(=O)C2=C(C=C(C=C2OC)C(C)N2CC(C2)F)OC)CC2=CC=C(C=C2)OC)C=C1OC N-{6-[(5-cyclopropyl-1H-pyrazol-3-yl)amino]-5-methoxy-1,2-benzoxazol-3-yl}-4-[1-(3-fluoroazetidin-1-yl)ethyl]-2,6-dimethoxy-N-[(4-methoxyphenyl)methyl]benzene-1-sulfonamide